N1(C=NC2=C1C=CC=C2)C2(CCCCC2)C(=O)C2=CC=CC=C2 (1-(1H-benzimidazol-1-yl)cyclohexyl)(phenyl)methanone